BrC1=CC=CC=2N1C(=CN2)C=O 5-bromoimidazo[1,2-a]pyridine-3-carbaldehyde